4-chloro-7-(3-methoxybenzyl)-7H-pyrrolo[2,3-d]Pyrimidine ClC=1C2=C(N=CN1)N(C=C2)CC2=CC(=CC=C2)OC